OC(C(=O)O)(C)C α-hydroxy-isobutyric acid